COC1CN(C1)CCCOC=1C=CC2=C(SC(=C2)C(=O)O)C1 6-(3-(3-Methoxyazetidin-1-yl)propoxy)benzo[b]thiophene-2-carboxylic acid